2-propoxythiazolo[4,5-b]Pyridin-5(4H)-one C(CC)OC=1SC2=C(NC(C=C2)=O)N1